methyl 8-(1-(2-methyl-5-((1-methylazetidin-2-yl)methoxy)benzamido)cyclopropyl)-2-naphthoate CC1=C(C(=O)NC2(CC2)C=2C=CC=C3C=CC(=CC23)C(=O)OC)C=C(C=C1)OCC1N(CC1)C